3-methyl-5-(trifluoromethyl)pyridin CC=1C=NC=C(C1)C(F)(F)F